5-chloro-4-((1-methylpiperidin-4-yl)oxy)pyridin-2-amine ClC=1C(=CC(=NC1)N)OC1CCN(CC1)C